4-(3-(3-(2-amino-[1,2,4]triazolo[1,5-a]pyridin-7-yl)-6-chloro-2-fluorobenzamido)propyl)benzoic acid methyl ester COC(C1=CC=C(C=C1)CCCNC(C1=C(C(=CC=C1Cl)C1=CC=2N(C=C1)N=C(N2)N)F)=O)=O